10-methacryloxydecyl-sodium phosphate P(=O)(O)(O)O.C(C(=C)C)(=O)OCCCCCCCCCC[Na]